FC=1C=C(C=CC1F)N(C(=O)[C@@H]1C[C@@H](CN1C1=NC(=CC(=C1)C(F)(F)F)C)N[C@H]1CN(C[C@H]1O)C(=O)OC(C)(C)C)CC tert-Butyl (3S,4R)-3-(((3S,5S)-5-((3,4-difluorophenyl)(ethyl)-carbamoyl)-1-(6-methyl-4-(trifluoromethyl)pyridin-2-yl)-pyrrolidin-3-yl)amino)-4-hydroxy-pyrrolidine-1-carboxylate